2-(2,4-Dioxotetrahydropyrimidin-1(2H)-yl)-5-((4-(4-methylthiophene-3-yl)-3,6-dihydropyridin-1(2H)-yl)methyl)isoindoline-1,3-dione O=C1N(CCC(N1)=O)N1C(C2=CC=C(C=C2C1=O)CN1CCC(=CC1)C1=CSC=C1C)=O